3-[1-[(R)-fluoro(4-methyl-1,2,4-triazol-3-yl)methyl]cyclopropyl]aniline F[C@H](C1(CC1)C=1C=C(N)C=CC1)C1=NN=CN1C